O1C2=C(OC=CC1)C=CC=C2 benzo[b][1,4]dioxaepine